(2R)-2-({2-methyl-5-[(2-methyl-1,3-thiazol-5-yl)methoxy]-2H-indazol-3-yl}formamido)propanamide CN1N=C2C=CC(=CC2=C1C(=O)N[C@@H](C(=O)N)C)OCC1=CN=C(S1)C